((4-(5-ethylpyrimidin-4-yl)piperazin-1-yl)methyl)-6-((2-methoxyethoxy)methyl)-1H-benzo[d]imidazole C(C)C=1C(=NC=NC1)N1CCN(CC1)CN1C=NC2=C1C=C(C=C2)COCCOC